((1-(4,4-difluoro-3-(3-fluoro-1H-pyrazol-1-yl)butanoyl)-4-hydroxypiperidine-4-yl)methyl)-7-(4-fluoro-1-(methylamino)-2,3-dihydro-1H-inden-5-yl)thieno[3,4-d]Pyrimidin FC(C(CC(=O)N1CCC(CC1)(O)CC=1N=CC=2C(N1)=C(SC2)C=2C(=C1CCC(C1=CC2)NC)F)N2N=C(C=C2)F)F